BrC1=C(C=CC=C1)S(=O)(=O)N1[C@]2([C@H](C3=CC=C(C=C13)F)O)OC(C=C2C2=CC=CC=C2)=O (2S,3'S)-1'-((2-bromophenyl)sulfonyl)-6'-fluoro-3'-hydroxy-3-phenyl-5H-spiro[furan-2,2'-indoline]-5-one